COC1=C(C=CC=C1)C=CC1=NC(=NC(=N1)C(Cl)(Cl)Cl)C(Cl)(Cl)Cl 2-[2-(o-methoxyphenyl)ethenyl]-4,6-bis(trichloromethyl)-s-Triazine